C(CCCCCCCCCCCCCCCCC)O Octadecanol